4-acetoxy-2-ethyl-6,6-dimethylcyclohex-2-ene-1-carboxylic acid ethyl ester C(C)OC(=O)C1C(=CC(CC1(C)C)OC(C)=O)CC